2(R)-phenylmethyl-4(S)-hydroxy-5-[4-(2-benzo[b]furanylmethyl)-2(S)-(tert-butylcarbamoyl)piperazin-1-yl]pentanamide C1(=CC=CC=C1)C[C@@H](C(=O)N)C[C@@H](CN1[C@@H](CN(CC1)CC1=CC2=C(O1)C=CC=C2)C(NC(C)(C)C)=O)O